FC(F)(F)C(C1=CC=CC=C1)C1NC(C2=CC=CC=C2C1)=O 3-(trifluoromethylbenzyl)-3,4-dihydroisoquinolin-1(2H)-one